3-((tert-butoxycarbonyl)amino)-4-methyl-1H-pyrrole-2-carboxylic acid ethyl ester C(C)OC(=O)C=1NC=C(C1NC(=O)OC(C)(C)C)C